C(CC)(=O)OCCC(CCCC)C1=CC(=C(C(=C1)N1N=C2C(=N1)C=CC=C2)O)C(C)(C)C 3-[3-tert-butyl-5-(2H-benzotriazol-2-yl)-4-hydroxyphenyl]heptyl propionate